C(C)(C)(C)OC(=O)N1C[C@H](CC1)N1N=NC(=C1C)C(=O)OCC Ethyl 1-[(3S)-1-(tert-butoxycarbonyl)pyrrolidin-3-yl]-5-methyl-1,2,3-triazole-4-carboxylate